OC[C@H](C1=CC=CC=C1)NC1=CC(=NC=C1C1=NC=NO1)NC1=CC=C2C(=N1)N(NC2=O)C (S)-6-((4-((2-hydroxy-1-phenylethyl)amino)-5-(1,2,4-oxadiazol-5-yl)pyridin-2-yl)amino)-1-methyl-1,2-dihydro-3H-pyrazolo[3,4-b]pyridin-3-one